tert-butyl 4-[4-[(2-amino-5-hydroxy-benzoyl)amino]phenyl]piperazine-1-carboxylate NC1=C(C(=O)NC2=CC=C(C=C2)N2CCN(CC2)C(=O)OC(C)(C)C)C=C(C=C1)O